6-((2-((3R,4S)-3-amino-4-fluoropiperidin-1-yl)-6-fluoro-1H-benzo[d]imidazol-1-yl)methyl)nicotinonitrile hydrochloride Cl.N[C@@H]1CN(CC[C@@H]1F)C1=NC2=C(N1CC1=NC=C(C#N)C=C1)C=C(C=C2)F